2-(9-oxo-xanthen-2-yl)propionic acid O=C1C2=CC=CC=C2OC=2C=CC(=CC12)C(C(=O)O)C